(R)-[1-(2-fluoro-ethyl)-3-methyl-azetidin-3-yl]-(5-pyrrolidin-1-yl-pyridin-3-yl)-(4-trifluoromethoxy-phenyl)-methanol FCCN1CC(C1)(C)[C@](O)(C1=CC=C(C=C1)OC(F)(F)F)C=1C=NC=C(C1)N1CCCC1